4-bromo-2-chloro-3-fluoro-phenol BrC1=C(C(=C(C=C1)O)Cl)F